3-(5-(((1S,2S)-2-(3-(5-bromo-pyrimidin-2-yl)azetidin-1-yl)-cyclohexyl)oxy)-1-oxoisoindolin-2-yl)piperidine-2,6-dione BrC=1C=NC(=NC1)C1CN(C1)[C@@H]1[C@H](CCCC1)OC=1C=C2CN(C(C2=CC1)=O)C1C(NC(CC1)=O)=O